FC1=C(C=C2C=CC=NC2=C1)C(C)N1C=NC=2C1=NC(=CN2)C2=CC=C(C=C2)SC 7-fluoro-6-(1-(6-(4-methylthiophenyl)-imidazo[4,5-b]pyrazin-1-yl)-ethyl)-quinoline